(1-methyl-1H-tetrazol-5-yl)(phenyl)methanone oxime CN1N=NN=C1C(=NO)C1=CC=CC=C1